CC(CN[C@@H](CCC(=O)O)C(=O)O)C#C 2-methyl-but-3-yn-1-yl-L-glutamic acid